ClC1=CC=C(C=C1)C1=NN2C(=NC=3C=CC=CC3C2=N1)NC=1C(N=CC=CC1)=O (3R)-3-{[2-(4-chlorophenyl)[1,2,4]triazolo[1,5-c]quinazolin-5-yl]amino}azepin-2-one